2-(1H-imidazol-1-yl)-N-(1H-pyrazol-4-yl)-5H-pyrrolo[3,2-d]pyrimidine-4-carboxamide N1(C=NC=C1)C=1N=C(C2=C(N1)C=CN2)C(=O)NC=2C=NNC2